2-butyl-6-(4,4,5,5-tetramethyl-1,3,2-dioxaborolan-2-yl)-1H-benzo[de]isoquinoline-1,3(2H)-dione C(CCC)N1C(C2=CC=CC=3C2=C(C1=O)C=CC3B3OC(C(O3)(C)C)(C)C)=O